1-((2S,3R)-3-hydroxybutan-2-yl)-3-methyl-1H-pyrazol O[C@@H]([C@H](C)N1N=C(C=C1)C)C